(3S,4S)-4-(5-chloro-1-methyl-pyrazol-4-yl)-N-[2-(difluoromethoxy)-3-fluoro-phenyl]-1-methyl-2-oxo-pyrrolidine-3-carboxamide ClC1=C(C=NN1C)[C@@H]1[C@H](C(N(C1)C)=O)C(=O)NC1=C(C(=CC=C1)F)OC(F)F